8-hydrazino-1-methyl-1,2,3,4-tetrahydroquinoline hydrochloride Cl.N(N)C=1C=CC=C2CCCN(C12)C